C1(CC1)C1=C(C=CC=C1)C1=CN=C(O1)C(=O)OCC ethyl 5-(2-cyclopropylphenyl)oxazole-2-carboxylate